FC(C=1C=C2C(=NC=NC2=C(C1)C(F)(F)F)NC(C)C=1C(=NC=CN1)C1=CC=C(C=N1)C#N)(F)F 6-[3-[1-[[6,8-bis(trifluoromethyl)quinazolin-4-yl]amino]ethyl]pyrazin-2-yl]pyridine-3-carbonitrile